4-(2,2-bis(2-hydroxyphenyl)-ethyl)-1-methylpyridine bromide [Br-].OC1=C(C=CC=C1)C(CC1=CCN(C=C1)C)C1=C(C=CC=C1)O